ONC(=O)N=[N+]=[N-] hydroxycarbamoylazide